N-(6-amino-5-ethyl-3-pyridyl)-2-oxo-2-[(2R,5S)-2-[3-[2-(dimethylamino)ethoxy]phenyl]-5-methyl-1-piperidyl]acetamide NC1=C(C=C(C=N1)NC(C(N1[C@H](CC[C@@H](C1)C)C1=CC(=CC=C1)OCCN(C)C)=O)=O)CC